C1N(CC2=CC=CC=C12)C1=NC2=C(C=C(C=C2C(N1C1CCOCC1)=O)C(F)(F)F)C(C)NC1=C(C(=O)OC)C=CC=C1 methyl 2-[1-[2-(1,3-dihydroisoindol-2-yl)-3-(oxan-4-yl)-4-oxo-6-(trifluoromethyl)quinazolin-8-yl]ethylamino]benzoate